O[C@H](C(C)=O)[C@@H]([C@@H]([C@@H](CO)O)O)O (3S,4R,5R,6R)-3,4,5,6,7-pentahydroxyheptanone